3,4-dihydro-1H-pyrano[4,3-c]pyridine-4-amine C1OCC(C=2C=NC=CC21)N